24-Ethyl-5,22-cholestadien-3β-ol C(C)C(C(C)C)C=C[C@@H](C)[C@H]1CC[C@H]2[C@@H]3CC=C4C[C@H](CC[C@]4(C)[C@H]3CC[C@]12C)O